(S)-2-amino-3-(1,3,4-oxadiazol-2-yl)propanoic acid N[C@H](C(=O)O)CC=1OC=NN1